BrCC=1C(=CC(=NC1)Cl)F 5-(bromomethyl)-2-chloro-4-fluoro-pyridine